NCCOC=1C=C(OCC(=O)N2CCN(CC2)C(C2=C(C(=CC=C2)OC)OC)=O)C=CC1 2-[3-(2-aminoethoxy)phenoxy]-1-[4-(2,3-dimethoxybenzoyl)piperazin-1-yl]ethanone